[Na].[Na].BrC=1C(NC(N([C@H]2[C@H](O)[C@H](O)[C@@H](CO)O2)C1)=O)=O C5-bromouridine disodium